O(P([O-])(=O)OP(=O)([O-])[O-])C\C=C(/C)\CC\C=C(/C)\CCC=C(C)C E-E-farnesyl diphosphate